C(#C)C1=CC(=C(CNC(OC(C)(C)C)=O)C=C1)OC Tert-butyl 4-ethynyl-2-methoxybenzylcarbamate